4-[1-allyl-7-(trifluoromethyl)-1H-indazol-3-yl]benzene C(C=C)N1N=C(C2=CC=CC(=C12)C(F)(F)F)C1=CC=CC=C1